CC1(N(CC(C1)C)C1=NC=CC=C1C(=O)NS(=O)(=O)C1=CC=CC(=N1)N1CCN(CC1)C(=O)OC(C)(C)C)C tert-butyl 4-[6-[[2-(2,2,4-trimethylpyrrolidin-1-yl)pyridine-3-carbonyl] sulfamoyl]-2-pyridyl]piperazine-1-carboxylate